4-(5-chloro-2-methoxy-phenyl)-6-methyl-N-[6-(2-methyl-2H-indazol-5-yl)thiazolo[4,5-b]pyrazin-2-yl]pyridine-3-carboxamide ClC=1C=CC(=C(C1)C1=C(C=NC(=C1)C)C(=O)NC=1SC=2C(=NC=C(N2)C2=CC3=CN(N=C3C=C2)C)N1)OC